NCC(C(OCCOCCOCCOCCOCCNC(OC(C)(C)C)=O)(C)C)F Tert-butyl N-[2-[2-[2-[2-[2-(3-amino-2-fluoro-1,1-dimethyl-propoxy)ethoxy]ethoxy]ethoxyl]ethoxy]ethyl]carbamate